S(=O)(=O)([O-])OS(=O)(=O)[O-] Pyrosulfat